COC(=O)C1=CC(=C(OC[C@H]2N(CCC2)C(=O)OC(C)(C)C)C=C1)[N+](=O)[O-] tert-butyl (S)-2-((4-(methoxycarbonyl)-2-nitrophenoxy)methyl)pyrrolidine-1-carboxylate